C(C)(C)(C)OC(CN1[C@H](CN(C[C@H]1C)C(=O)OC(C)(C)C)C)=O tert-Butyl (3S,5R)-4-(2-(tert-butoxy)-2-oxoethyl)-3,5-dimethylpiperazine-1-carboxylate